2-methyl-1,3-benzoxazole CC=1OC2=C(N1)C=CC=C2